C(CCCCC)OC(C)=O.C(C1=CC=CC=C1)(=O)O benzoic acid hexyl-acetate